(4-methyl-2-oxo-2H-chromen-7-yl)oxygen CC1=CC(OC2=CC(=CC=C12)[O])=O